OC=1C=C(C=CC1)C1=C(C=CC=C1)CCC(=O)N1CCN(CC1)C1=CC=C(C(=O)NS(=O)(=O)C2=CC(=C(C=C2)NCCSC2=CC=CC=C2)[N+](=O)[O-])C=C1 4-[4-[3-[2-(3-Hydroxyphenyl)phenyl]propanoyl]piperazin-1-yl]-N-[3-nitro-4-(2-phenylsulfanylethylamino)phenyl]sulfonylbenzamide